NC1=C2N=CN(C2=NC(=N1)Cl)[C@H]1[C@@H]([C@]([C@H](O1)COC(C(=O)O)(C(=O)O)CC1=CC=CC=C1)(C#CC)O)O 2-(((2R,3S,4R,5R)-5-(6-amino-2-chloro-9H-purin-9-yl)-3,4-dihydroxy-3-(prop-1-yn-1-yl)tetrahydrofuran-2-yl)methoxy)-2-phenylmethylmalonic acid